2-(1-(1-(4,4-dimethylcyclohexyl)piperidin-4-yl)-2-oxoindolin-3-yl)-N-methoxy-acetamide CC1(CCC(CC1)N1CCC(CC1)N1C(C(C2=CC=CC=C12)CC(=O)NOC)=O)C